NC=1C2=C(N(C(N1)=O)C1=C(C(=CC=C1)C)C)N=C(C=C2)C2CC2 4-amino-7-cyclopropyl-1-(2,3-dimethylphenyl)pyrido[2,3-d]pyrimidin-2(1H)-one